4-(4-(trifluoromethyl)phenyl)piperidine-4-carbonitrile FC(C1=CC=C(C=C1)C1(CCNCC1)C#N)(F)F